4-(4-(hydroxymethyl)phenyl)isoindolin-1-one OCC1=CC=C(C=C1)C1=C2CNC(C2=CC=C1)=O